[Br].CCCCCC hexane bromine salt